2-(methyl-((1R,5S,6S)-3-(3-(5,6,7,8-tetrahydro-1,8-naphthyridin-2-yl)propyl)-3-azabicyclo[3.1.0]Hex-6-yl)amino)-2-phenylacetic acid methyl ester trifluoroacetate FC(C(=O)O)(F)F.COC(C(C1=CC=CC=C1)N(C1[C@@H]2CN(C[C@H]12)CCCC1=NC=2NCCCC2C=C1)C)=O